8-benzyloxy-4-(3,4-difluorophenyl)-6-fluoro-2-oxido-3-tetrahydropyran-4-yl-isoquinolin-2-ium C(C1=CC=CC=C1)OC=1C=C(C=C2C(=C([N+](=CC12)[O-])C1CCOCC1)C1=CC(=C(C=C1)F)F)F